C(#N)C=1C(=NC=2CC(CCC2C1C1=C2C=NN(C2=CC=C1C)C1OCCCC1)(C)C)N1CC2(CN(C2)C(=O)OC(C)(C)C)CC1 tert-butyl 6-(3-cyano-7,7-dimethyl-4-(5-methyl-1-(tetrahydro-2H-pyran-2-yl)-1H-indazol-4-yl)-5,6,7,8-tetrahydroquinolin-2-yl)-2,6-diazaspiro[3.4]octane-2-carboxylate